(7R,14R)-11-[2-(4,4-difluoro-1-hydroxycyclohexyl)pyrimidin-5-yl]-1-(difluoromethoxy)-6,7-dihydro-7,14-methanobenzimidazo[1,2-b][2,5]benzodiazocin-5(14H)-one FC1(CCC(CC1)(O)C1=NC=C(C=N1)C=1C=CC2=C(C1)N1[C@H]3C4=C(C(N[C@@H](C1=N2)C3)=O)C=CC=C4OC(F)F)F